ClC1=CC=CC(=N1)N1N=C(C=C1)NC=1C=C2C=NN(C2=CC1)C1OCCCC1 N-[1-(6-chloro-2-pyridyl)pyrazol-3-yl]-1-tetrahydropyran-2-yl-indazol-5-amine